2-(3-fluoro-2-methoxypyridin-4-yl)propanoic acid FC=1C(=NC=CC1C(C(=O)O)C)OC